2,3-norbornandimethanol C12C(C(C(CC1)C2)CO)CO